N-((1S,3R)-3-aminocyclohexyl)-4-(7H-pyrrolo[2,3-d]pyrimidin-4-yl)-3,4-dihydro-2H-1,4-thiazine-6-carboxamide hydrochloride Cl.N[C@H]1C[C@H](CCC1)NC(=O)C1=CN(CCS1)C=1C2=C(N=CN1)NC=C2